CC=1NC(=CN1)C1=CC=2N=C(N=C(C2O1)N1CCOCC1)N1N=C(C=C1)C=1C=C(C=CC1)C 6-(2-methyl-1H-imidazol-5-yl)-4-morpholino-2-[3-(m-tolyl)pyrazol-1-yl]furo[3,2-d]pyrimidine